C(C)(C)(C)OC(NCCNC(=O)NC=1C=NN(C1N)C)=O (2-(3-(5-amino-1-methyl-1H-pyrazol-4-yl)ureido)ethyl)carbamic acid tert-butyl ester